5-(trifluoromethyl)-2-(chloromethyl)benzo[d]oxazole FC(C=1C=CC2=C(N=C(O2)CCl)C1)(F)F